ClC=1C=C(C=C(C1)C1(CC1)S(=O)(=O)C)C=1N(N=C2C(NCCC21)C)C 3-[3-chloro-5-(1-methylsulfonylcyclopropyl)phenyl]-2,7-dimethyl-4,5,6,7-tetrahydropyrazolo[3,4-c]pyridine